N1C=C(C2=CC=CC=C12)SC1=C(C=CC=C1)CC(=O)N 2-(1H-indol-3-yl)thio-phenylacetamide